BrC1=CC=2N(C=C1)N=CC2C(=O)N2CCOCC2 (5-Bromopyrazolo[1,5-a]pyridin-3-yl)(morpholino)methanone